CC12CN(CCC2CCN(C1)C#N)C=1C2=C(N=CN1)NC=C2 8a-Methyl-7-(7H-pyrrolo[2,3-d]pyrimidin-4-yl)-3,4,4a,5,6,8-hexa-hydro-1H-2,7-naphthyridin-2-carbonitril